COC[P+](C1=CC=CC=C1)(C1=CC=CC=C1)C1=CC=CC=C1 methoxymethyl-(triphenyl)phosphonium